FC=C1CCN(CC1)C(=O)C1(CC1)C(=O)OC methyl 1-(4-(fluoromethylene)piperidine-1-carbonyl)cyclopropane-1-carboxylate